S1C=CC=2N=CCC(=CC21)C(=O)O 6H-thieno[3,2-b]Azepine-7-carboxylic acid